C(C)(C)(C)OC(=O)N1C[C@@H](C[C@@H](C1)OS(=O)(=O)C)C (3R,5S)-3-methyl-5-((methylsulfonyl)oxy)piperidine-1-carboxylic acid tert-butyl ester